8-(6-chloro-3-fluoro-2-pyridyl)-N-(2,3-dihydro-1,4-benzoxazin-4-yl)-4-morpholino-quinoline ClC1=CC=C(C(=N1)C=1C=CC=C2C(=CCN(C12)N1CCOC2=C1C=CC=C2)N2CCOCC2)F